FC(C1=NN2C(N=C(C=C2NCC2(CC(C2)NCC(C)(O)C)C2=CC=C(C=C2)F)C(F)(F)F)=C1)(F)F 1-((3-(((2,5-bis(trifluoromethyl)pyrazolo[1,5-a]pyrimidin-7-yl)amino)methyl)-3-(4-fluorophenyl)cyclobutyl)amino)-2-methylpropan-2-ol